N1N=NN=C1C=1C=C(C=CC1)CN 1-[3-(1H-tetrazol-5-yl)phenyl]methylamine